O(C(=S)[S-])CC O-ethyl xanthate